4-(2,4-dimethoxybenzyl)-8-methoxy-2-(trifluoromethyl)-3,4-dihydro-2H-pyrido[4,3-b][1,4]oxazine COC1=C(CN2C3=C(OC(C2)C(F)(F)F)C(=CN=C3)OC)C=CC(=C1)OC